5-[(2-chloropyridin-4-yl)methyl]-2-fluorobenzonitrile ClC1=NC=CC(=C1)CC=1C=CC(=C(C#N)C1)F